rac-2-(1-(4-(2,6-dioxopiperidin-3-yl)phenyl)piperidin-4-yl)acetaldehyde O=C1NC(CC[C@@H]1C1=CC=C(C=C1)N1CCC(CC1)CC=O)=O |r|